ClCC1=NC=2C(=NC(=CC2)C(=O)[O-])N1CC1(CC1)CF 2-(chloromethyl)-3-((1-(fluoromethyl)cyclopropyl)methyl)-3H-imidazo[4,5-b]pyridine-5-carboxylate